ClC1=CC=C(C=C1)C1=NN(CC1)C1=CC=C(C=C1)S(=O)(=O)C=CCO 3-((4-(3-(4-chlorophenyl)-4,5-dihydro-1H-pyrazol-1-yl)phenyl)sulfonyl)prop-2-en-1-ol